3,5-dicarboxyphenyl-dimethyl-phosphine oxide C(=O)(O)C=1C=C(C=C(C1)C(=O)O)P(C)(C)=O